FC(S(=O)(=O)OC1=CN=C2C(=N1)N(C(=C2C#N)N)C2=C(C=CC(=C2)OCOC)C)(F)F [6-amino-7-cyano-5-[5-(methoxymethoxy)-2-methyl-phenyl]pyrrolo[2,3-b]pyrazin-3-yl] trifluoromethanesulfonate